4-(4-amino-6-(4-(2-fluoroacrylamido)phenyl)pyrazolo[5,1-f][1,2,4]triazin-5-yl)-N-(tert-butyl)-2-methoxybenzamide NC1=NC=NN2C1=C(C(=N2)C2=CC=C(C=C2)NC(C(=C)F)=O)C2=CC(=C(C(=O)NC(C)(C)C)C=C2)OC